2-((2'-hydroxy-[1,1'-biphenyl]-3-yl)methyl)piperidine-1-carboxylate OC1=C(C=CC=C1)C1=CC(=CC=C1)CC1N(CCCC1)C(=O)[O-]